NC1=NOC(=C1)C1=CC=C(C=C1)C1=CC(=NC=N1)NCCN1C(=CC2=C(C=CC(=C12)F)OC)C {6-[4-(3-Amino-isoxazol-5-yl)-phenyl]-pyrimidin-4-yl}-[2-(7-fluoro-4-methoxy-2-methyl-indol-1-yl)-ethyl]-amin